tetrahydrofuran-3-yl-oxycarbonyl chloride O1CC(CC1)OC(=O)Cl